1-(2-((4-(tert-butoxycarbonyl)piperazin-1-yl)methyl)-5-methylphenyl)cyclopentane-1-carboxylic acid C(C)(C)(C)OC(=O)N1CCN(CC1)CC1=C(C=C(C=C1)C)C1(CCCC1)C(=O)O